methyl 4-[(6-bromo-3-chloro-2-fluorobenzoyl)amino]pyridine-2-carboxylate BrC1=CC=C(C(=C1C(=O)NC1=CC(=NC=C1)C(=O)OC)F)Cl